ClC1=CC=C(C(=O)N[C@@H](C(C)C)C2=NC=C(C(=O)N[C@@H](CO)C3=CC=C(C=C3)S(=O)(=O)CC)C=C2F)C=C1 6-((S)-1-(4-chlorobenzoylamino)-2-methylpropyl)-N-((R)-1-(4-(ethylsulfonyl)phenyl)-2-hydroxyethyl)-5-fluoronicotinamide